C1(CC1)COC1=C(C=CC(=N1)C(=O)NC(C(=O)OCC)(CC([2H])([2H])F)CC)N1CC(C1)OC ethyl 2-{[6-(cyclopropylmethoxy)-5-(3-methoxyazetidin-1-yl)pyridine-2-carbonyl] amino}-2-ethyl-4-fluoro(4,4-dideuterio)butanoate